C(C)(C)(C)OC(N[C@@H](C)C=1N(N=C(N1)N(C)C)C1=NC=CC=N1)=O N-[(1S)-1-[5-(dimethylamino)-2-pyrimidin-2-yl-1,2,4-triazol-3-yl]ethyl]carbamic acid tert-butyl ester